2-(4-BROMOPHENYL)-6-CHLOROIMIDAZO[1,2-A]PYRIDIN-3-CARBALDEHYDE BrC1=CC=C(C=C1)C=1N=C2N(C=C(C=C2)Cl)C1C=O